N1C(NCC=C1)=O 4H-pyrimidone